4-bromo-N-(3-fluoro-5-(methylsulfonyl)phenyl)thiophene-2-carboxamide BrC=1C=C(SC1)C(=O)NC1=CC(=CC(=C1)S(=O)(=O)C)F